tert-butyl (1-((4-(3-bromophenyl)thiazol-2-yl)amino)-4-(dimethylamino)-1-oxobutan-2-yl)carbamate BrC=1C=C(C=CC1)C=1N=C(SC1)NC(C(CCN(C)C)NC(OC(C)(C)C)=O)=O